(1S,3S,4S)-2-((3-chlorophenyl)glycyl)-5,5-difluoro-N-((S,Z)-4-fluoro-4-(methylsulfonyl)-1-((S)-2-oxopyrrolidin-3-yl)but-3-en-2-yl)-2-azabicyclo[2.2.2]octane-3-carboxamide ClC=1C=C(C=CC1)NCC(=O)N1[C@@H]2CC([C@H]([C@H]1C(=O)N[C@@H](C[C@H]1C(NCC1)=O)\C=C(/S(=O)(=O)C)\F)CC2)(F)F